C[Si](CCOCN1C(C2(C=3C1=NC=CC3)CC3=C(C=NC=C3)C2)=O)(C)C ((2-(trimethylsilyl)ethoxy)methyl)-5,7-dihydrospiro[cyclopenta[c]pyridine-6,3'-pyrrolo[2,3-b]pyridin]-2'(1'H)-one